(6-isobutyl-2-methylbenzo[b]thiophen-3-yl)boric acid C(C(C)C)C=1C=CC2=C(SC(=C2OB(O)O)C)C1